CC(CCC#C)=C(CCC#C)C 5,6-dimethyl-5-decen-1,9-diyne